[Si]=O.[Zn] zinc-silicon oxide